1-(5-cyclopropyl-6-((4-(4-(methylsulfonyl)thiophen-2-yl)-5-(trifluoromethyl)pyrimidin-2-yl)amino)isoindolin-2-yl)-2,2,2-trifluoroethan-1-one C1(CC1)C=1C=C2CN(CC2=CC1NC1=NC=C(C(=N1)C=1SC=C(C1)S(=O)(=O)C)C(F)(F)F)C(C(F)(F)F)=O